C(CC)SC1=NC=C(C=N1)N 2-(propylthio)pyrimidin-5-amine